(S)-2-(4-(7-(8-bromonaphthalen-1-yl)-2-((tetrahydro-1H-pyrrolizin-7a(5H)-yl)methoxy)-5,6,7,8-tetrahydropyrido[3,4-d]pyrimidin-4-yl)-1-(2-fluoroacryloyl)piperazin-2-yl)acetonitrile BrC=1C=CC=C2C=CC=C(C12)N1CC=2N=C(N=C(C2CC1)N1C[C@@H](N(CC1)C(C(=C)F)=O)CC#N)OCC12CCCN2CCC1